2-((3-((2-fluoro-9H-fluoren-9-ylidene)methyl)pyridin-2-yl)oxy)ethan-1-amine hydrochloride Cl.FC1=CC=2C(C3=CC=CC=C3C2C=C1)=CC=1C(=NC=CC1)OCCN